pyridin-1-oxide hydrochloride Cl.[N+]1(=CC=CC=C1)[O-]